6-(3-isopropyl-5-(1-(2-(methylsulfonyl)ethyl)azetidin-3-yl)-1H-indol-2-yl)-7,8-dimethyl-[1,2,4]triazolo[1,5-a]pyridine C(C)(C)C1=C(NC2=CC=C(C=C12)C1CN(C1)CCS(=O)(=O)C)C=1C(=C(C=2N(C1)N=CN2)C)C